(((1S,2R)-2-((tert-butyldiphenylsilyl)oxy)-1-methyl-5-oxocyclohexyl)methyl)-1H-benzo[d]imidazole-6-carbonitrile [Si](C1=CC=CC=C1)(C1=CC=CC=C1)(C(C)(C)C)O[C@H]1[C@](CC(CC1)=O)(C)CN1C=NC2=C1C=C(C=C2)C#N